ethyl 9-{[(1r,3r)-3-(2-ethoxy-2-oxoethyl)cyclobutyl](4-ethyl-1,4-diazepane-1-carbonyl)amino}nonanoate C(C)OC(CC1CC(C1)N(CCCCCCCCC(=O)OCC)C(=O)N1CCN(CCC1)CC)=O